{9-[Methyl-(7H-pyrrolo[2,3-d]pyrimidin-4-yl)-amino]-3-aza-spiro[5.5]undec-3-yl}-(3-trifluoromethoxy-phenyl)-methanone CN(C1CCC2(CCN(CC2)C(=O)C2=CC(=CC=C2)OC(F)(F)F)CC1)C=1C2=C(N=CN1)NC=C2